2-amino-4-aminoethyl-benzenesulfonate NC1=C(C=CC(=C1)CCN)S(=O)(=O)[O-]